n-heptadecane CCCCCCCCCCCCCCCCC